N-[5-(4-cyano-3-fluorophenyl)-[1,2,4]triazolo[1,5-a]pyridin-7-yl]-2-(dimethylamino)acetamide C(#N)C1=C(C=C(C=C1)C1=CC(=CC=2N1N=CN2)NC(CN(C)C)=O)F